phenoxy-adamantyl-1,2-dioxetane O(C1=CC=CC=C1)C1(OOC1)C12CC3CC(CC(C1)C3)C2